CS(=O)(=O)[O-].C(CCC)[N+]1(CCCCC1)CC 1-butyl-1-ethylpiperidinium methanesulfonate